C1(CC1)C=1C(=CC=2N(N1)C(=CN2)C2=CC=CC(=N2)N[C@H]2CNC[C@@H]2F)OC 6-(6-cyclopropyl-7-methoxyimidazo[1,2-b]pyridazin-3-yl)-N-((3S,4S)-4-fluoropyrrolidin-3-yl)pyridin-2-amine